N-(2-(2'-chloro-5-(((3R,4S,SR)-3,4-dihydroxy-5-methoxy-6,6-dimethyltetrahydro-2H-pyran-2-yl)oxy)-[1,1'-biphenyl]-2-yl)ethyl)acetamide ClC1=C(C=CC=C1)C1=C(C=CC(=C1)O[C@H]1OC(C([C@H]([C@H]1O)O)OC)(C)C)CCNC(C)=O |&1:14|